[C@H]12CN(C[C@H](CC1)N2)C2=NC(=NC1=C(C(=CC=C21)C2=CC(=CC1=CC=CC=C21)O)F)N2CC(C2)N2CCOCC2 4-(4-((1R,5S)-3,8-diazabicyclo[3.2.1]octan-3-yl)-8-fluoro-2-(3-morpholinoazetidin-1-yl)quinazolin-7-yl)naphthalen-2-ol